O=C1NC(CCC1N1C(C2=CC=C(C=C2C1=O)NCCOCCOCCOCCOCCNC(C1=CC=C(C(=O)NC2=CC3=C(NC(=N3)CN3[C@H](CCC3)C)C=C2)C=C1)=O)=O)=O N1-(14-((2-(2,6-dioxopiperidin-3-yl)-1,3-dioxoisoindolin-5-yl)amino)-3,6,9,12-tetraoxatetradecyl)-N4-(2-(((S)-2-methylpyrrolidin-1-yl)methyl)-1H-benzo[d]imidazol-5-yl)terephthalamide